1-(5-(4-amino-2-fluorophenyl)-4-chloro-7H-pyrrolo[2,3-d]pyrimidin-7-yl)propan-2-one NC1=CC(=C(C=C1)C1=CN(C=2N=CN=C(C21)Cl)CC(C)=O)F